(S)-5-(2-((5,6-diethyl-2,3-dihydro-1H-inden-2-yl)amino)-1-hydroxyethyl)-8-(piperidin-4-oxy)quinolin-2(1H)-one C(C)C=1C=C2CC(CC2=CC1CC)NC[C@@H](O)C1=C2C=CC(NC2=C(C=C1)OC1CCNCC1)=O